C(C)C1=CC=C(C=C1)N(C(=O)N1C=NC2=C1C=CC=C2)C2=CC=C(C=C2)CC N,N-bis(4-ethylphenyl)-1H-benzimidazole-1-carboxamide